acryloyloxydecyl-thiodiphosphate C(C=C)(=O)OCCCCCCCCCCOP([O-])(=S)OP(=O)([O-])[O-]